CN[C@@H](CCCCN)C(=O)O anti-monomethyl-lysine